Trihexyl-(chloro)silane C(CCCCC)[Si](Cl)(CCCCCC)CCCCCC